2,2-bis(t-butylperoxy)butene C(C)(C)(C)OOC(C)(C=C)OOC(C)(C)C